C1(CC1)C1=C(C=CC(=C1)C(N=C1NCCN1)=O)NC=1C(=C(C=CC1)NC(=O)C1(COC1)C)C N-{3-[(2-cyclopropyl-4-{[(2E)-imidazolidin-2-ylidene]carbamoyl}phenyl)amino]-2-methylphenyl}-3-methyloxetane-3-carboxamide